O.O.Cl.Cl.N(=NC(C)(C)C=1NCCN1)C(C)(C)C=1NCCN1 2,2'-azobis[2-(2-imidazolin-2-yl)propan] dihydrochloride dihydrate